(R)-2'-(3-(3,4-dihydroisoquinolin-2(1H)-yl)-2-hydroxypropyl)-2',3'-dihydro-1'H-spiro[cyclopropane-1,4'-[2,6]naphthyridine]-1'-one C1N(CCC2=CC=CC=C12)C[C@H](CN1C(C2=CC=NC=C2C2(C1)CC2)=O)O